N1(CCC1)C=1C(=NC2=CC(=CC(=C2N1)[C@@H](C)NC1=C(C(=O)O)C=CC=C1)C)C#N (R)-2-((1-(3-(azetidin-1-yl)-2-cyano-7-methylquinoxalin-5-yl)ethyl)-amino)benzoic acid